(R)-6-(1-(2-fluoropyridin-3-yl)ethoxy)-7-methoxy-4-(1-methyl-3-phenyl-1H-pyrazol-4-yl)pyrido[3,2-d]pyrimidine FC1=NC=CC=C1[C@@H](C)OC=1C(=CC=2N=CN=C(C2N1)C=1C(=NN(C1)C)C1=CC=CC=C1)OC